FC(C=1C=C(CN2CC3(CC2)CCN(CC3)C(=O)N3N=C(C=C3)NC(C)=O)C=CC1)(F)F N-(1-(2-(3-(Trifluoromethyl)benzyl)-2,8-diazaspiro[4.5]decane-8-carbonyl)-1H-pyrazol-3-yl)acetamide